C1(C=CC(N1C=1C=C(C(=O)C2C(=O)N(C(C2)=O)O)C=CC1)=O)=O meta-maleimidobenzoyl-N-hydroxysuccinimide